C1N(C[C@H]2[C@H]1CN(C2)C(=O)OC(C)(C)C)C(=O)OCC2=CC=CC=C2 O2-benzyl O5-tert-butyl (3aR,6aR)-1,3,3a,4,6,6a-hexahydropyrrolo[3,4-c]pyrrole-2,5-dicarboxylate